CC(C#N)(C)C1CCN(CC1)N1C=NC=2C1=C1C(=NC2)N(C=C1)S(=O)(=O)C1=CC=C(C)C=C1 2-methyl-2-(1-(6-p-toluenesulfonyl-imidazo[4,5-d]pyrrolo[2,3-b]pyridine-1(6H)-yl)piperidin-4-yl)propionitrile